1-(4-(methylamino)-5-(5-(Piperidin-4-yl)-1,3,4-thiadiazol-2-yl)pyridin-2-yl)-1H-pyrrolo[2,3-b]pyridine-5-nitrile CNC1=CC(=NC=C1C=1SC(=NN1)C1CCNCC1)N1C=CC=2C1=NC=C(C2)C#N